2-[1-tert-butoxycarbonyl-4-(2-pyridyl)-2-piperazinylcarbonylamino]-5,5-dimethyl-3-hexenoic acid C(C)(C)(C)OC(=O)N1C(CN(CC1)C1=NC=CC=C1)C(=O)NC(C(=O)O)C=CC(C)(C)C